5-allyl-4-hydroxy-6-methoxy-2-phenethylisoindoline C(C=C)C=1C(=C2CN(CC2=CC1OC)CCC1=CC=CC=C1)O